NC=1C=C(C(=O)NC=2C=C(C=CC2O)C(C(F)(F)F)(C(F)(F)F)C2=CC(=C(C=C2)O)NC(C2=CC(=CC=C2)N)=O)C=CC1 2,2-Bis(3-(3-aminobenzoylamino)-4-hydroxyphenyl)hexafluoropropane